p-Nitrophenyl α-D-mannopyranoside C1=CC(=CC=C1[N+](=O)[O-])O[C@@H]2[C@H]([C@H]([C@@H]([C@H](O2)CO)O)O)O